1-(4-(4-AMINO-7-(2-METHOXYETHYL)-7H-PYRROLO[2,3-D]PYRIMIDIN-5-YL)-2-FLUOROPHENYL)-3-(3-(1-(TRIFLUOROMETHYL)CYCLOPROPYL)ISOXAZOL-5-YL)UREA NC=1C2=C(N=CN1)N(C=C2C2=CC(=C(C=C2)NC(=O)NC2=CC(=NO2)C2(CC2)C(F)(F)F)F)CCOC